3-chlorobenzyl (1-(2-cyanopyrimidin-4-yl)cyclopentyl)carbamate C(#N)C1=NC=CC(=N1)C1(CCCC1)NC(OCC1=CC(=CC=C1)Cl)=O